ClC1=C(C=NC=C1F)\C=N\S(=O)C(C)(C)C (E)-N-((4-chloro-5-fluoropyridin-3-yl)methylene)-2-methylpropan-2-sulfinamide